tertbutyl (4aS)-4-(1-methyl-7-methylsulfonyl-2-oxo-4H-pyrimido[4,5-d]pyrimidin-3-yl)-2,3,4,4a,5,6,7,7a-octahydrocyclopenta[b]pyridine-1-carboxylate CN1C(N(CC=2C1=NC(=NC2)S(=O)(=O)C)C2[C@H]1C(N(CC2)C(=O)OC(C)(C)C)CCC1)=O